C(C(C)(C)C)(=O)[C@@]([C@@](C(=O)O)(O)C(C(C)(C)C)=O)(O)C(=O)O (+)-di-pivaloyl-D-tartaric acid